N1=CN=C(C=C1)N1C=CC=2C(NC=CC21)=O 1-(pyrimidin-4-yl)-1H,4H,5H-pyrrolo[3,2-c]pyridin-4-one